(2S)-N-((S)-1-cyano-2-(4-(3-methyl-2-oxo-2,3-dihydrobenzo[d]oxazol-5-yl)phenyl)ethyl)-6-hydroxy-6-(pyridin-2-ylmethyl)-1,4-oxazepane-2-carboxamide C(#N)[C@H](CC1=CC=C(C=C1)C=1C=CC2=C(N(C(O2)=O)C)C1)NC(=O)[C@H]1OCC(CNC1)(CC1=NC=CC=C1)O